5-[1-(5-amino-2-pyridyl)-3-(trifluoromethyl)pyrazol-4-yl]-N-[3-chloro-4-[(2R)-2-ethylpiperazine-1-carbonyl]phenyl]-1-methylimidazole-2-carboxamide NC=1C=CC(=NC1)N1N=C(C(=C1)C1=CN=C(N1C)C(=O)NC1=CC(=C(C=C1)C(=O)N1[C@@H](CNCC1)CC)Cl)C(F)(F)F